NC1=C(N=C2N1C=CC=C2C2=C(C=CC=C2OC)F)C(=O)NCC2=CC=CC=C2 3-amino-N-benzyl-8-(2-fluoro-6-methoxyphenyl)imidazo[1,2-a]pyridine-2-carboxamide